COC(=O)[C@H]1[C@H](CCCC1)C(NC1=CC(=C(C=C1)C1=C(C(=CC=C1)OCC)C)COC1CC2CC2C1)=O cis-methyl-2-[[3-(3-bicyclo[3.1.0]hexanyloxymethyl)-4-(3-ethoxy-2-methyl-phenyl)phenyl]carbamoyl]cyclohexanecarboxylate